2-(iminomethyl)aniline N=CC1=C(N)C=CC=C1